6-chloro-2-(methylthio)pyrimidin-4-ol (S)-quinuclidin-3-yl-((R)-6-(4-ethylphenyl)-2,2-dimethyl-1,2,3,4-tetrahydronaphthalen-1-yl)carbamate N12C[C@H](C(CC1)CC2)N(C(=O)OC2=NC(=NC(=C2)Cl)SC)[C@@H]2C(CCC1=CC(=CC=C21)C2=CC=C(C=C2)CC)(C)C